COC1=CC=2N(C=C1SCCC(=O)OC)C=CN2 methyl 3-((7-methoxyimidazo[1,2-a]pyridin-6-yl)thio)propanoate